Methyl 4-methyl-2-[3-[[7-(5-methyl-1,2,4-oxadiazol-3-yl)-1-isoquinolyl]amino]propanoylamino]thiazole-5-carboxylate CC=1N=C(SC1C(=O)OC)NC(CCNC1=NC=CC2=CC=C(C=C12)C1=NOC(=N1)C)=O